BrC=1C=CC(=C(C=O)C1)O 5-bromo-2-hydroxybenzaldehyde